C(C)(C)(C)OC(=O)N1CCC(CC1)N1N=CC(=N1)NC=1C=2N(C(=CN1)Br)C=CN2 4-[4-[(5-bromoimidazo[1,2-a]pyrazin-8-yl)amino]triazol-2-yl]piperidine-1-carboxylic acid tert-butyl ester